C(=O)N formamidate